5-chloro-N-(4-fluoro-3-(2-(methylsulfonyl)-8,9-dihydroimidazo[1',2':1,6]pyrido[2,3-d]pyrimidin-6-yl)phenyl)-2-methoxypyridine-3-sulfonamide ClC=1C=C(C(=NC1)OC)S(=O)(=O)NC1=CC(=C(C=C1)F)C1=CC2=C(N=C(N=C2)S(=O)(=O)C)N2C1=NCC2